O[C@@H]1CC[C@@]2([C@H]3CC[C@@]4([C@H](CC[C@H]4[C@@H]3[C@H](C[C@@H]2C1)O)[C@@H](CCC(=O)O)C)C)C (R)-4-((3R,5S,7S,8R,9S,10S,13R,14S,17R)-3,7-dihydroxy-10,13-dimethylhexadecahydro-1H-cyclopenta[a]phenanthren-17-yl)pentanoic acid